O=C1NC(CCC1N1C(N(C2=C1C=CC(=C2)N2CCN(CC2)CC2CCC(CC2)OC[C@@H](C)NC(OC(C)(C)C)=O)C)=O)=O tert-butyl N-[(1R)-2-[4-[[4-[1-(2,6-dioxo-3-piperidyl)-3-methyl-2-oxo-benzimidazol-5-yl]piperazin-1-yl]methyl]cyclohexoxy]-1-methyl-ethyl]carbamate